isopropyl alcohol, hydrochloride Cl.C(C)(C)O